7-[7-(dimethylamino)-5-methyl-[1,2,4]triazolo[1,5-a]pyrimidin-6-yl]-1,2,3,4-tetrahydroisoquinoline-2-sulfonamide CN(C1=C(C(=NC=2N1N=CN2)C)C2=CC=C1CCN(CC1=C2)S(=O)(=O)N)C